FC=1C=C(C=CC1F)C1=CC(=C(C=C1)NCCS(=O)(=O)NC)C1=NN(C=C1)CC=1C=NC=CC1 2-((3',4'-difluoro-3-(1-(pyridin-3-ylmethyl)-1H-pyrazol-3-yl)-[1,1'-biphenyl]-4-yl)amino)-N-methylethane-1-sulfonamide